C1(=CC=CC=C1)OC(C(=C)C)=O methacrylic acid phenyl ester